FC1=CC=C(C=C1)CC(C#CC1=CC=CC=C1)=O 1-(4-fluorophenyl)-4-phenyl-3-butyn-2-one